F[S](F)(F)(F)F pentaFluorosulfur